C(C)(C)(C)OC(=O)N1CC(C1)C(C)(C)OC1=C2C(=NC(=C1)C1=CC=C(C=C1)O)NN=C2 3-(2-((6-(4-hydroxyphenyl)-1H-pyrazolo[3,4-b]pyridin-4-yl)oxy)propan-2-yl)azetidine-1-carboxylic acid tert-butyl ester